6-cyclopropyl-2-[3-(ethylsulfonyl)-5-vinylpyridin-2-yl]-7-(trifluoromethyl)-imidazo[1,2-c]pyrimidin-5-one C1(CC1)N1C(N2C(C=C1C(F)(F)F)=NC(=C2)C2=NC=C(C=C2S(=O)(=O)CC)C=C)=O